C1(CC1)C=1C=NN2C1N=C(C=C2NCC2=C(C=C(C=C2F)C2=CC=CC=C2)F)NC[C@@H]2[C@H](CNCC2)O (3R,4R)-4-(((3-cyclopropyl-7-(((3,5-difluoro-[1,1'-biphenyl]-4-yl)methyl)amino)pyrazolo[1,5-a]pyrimidin-5-yl)amino)methyl)piperidin-3-ol